1-([4-(DIHYDROXYBORANYL)PHENYL]METHYL)-6-METHYL-1,2-DIHYDROPYRIDIN-2-ONE OB(C1=CC=C(C=C1)CN1C(C=CC=C1C)=O)O